((1-((1-butoxyprop-2-yl)oxy)prop-2-yl)oxy)butane C(CCC)OCC(C)OCC(C)OCCCC